C(CC)OC(C(C)C1=C(C=C(C(=C1)F)Br)OCC1=CC=CC=C1)=O 2-(2-benzyloxy-4-bromo-5-fluoro-phenyl)-2-methyl-acetic acid propyl ester